4-(methylsulfinyl)-2-(palmitoyloxy)butanoic acid sodium salt [Na+].CS(=O)CCC(C(=O)[O-])OC(CCCCCCCCCCCCCCC)=O